4-[(2-amino-3,5-dibromobenzyl)amino]cyclohexanol tert-Butyl-((1S,3S)-3-((6-cyclopropyl-1,2,4-triazin-3-yl)amino)cyclopentyl)carbamate C(C)(C)(C)N(C(=O)OC1CCC(CC1)NCC1=C(C(=CC(=C1)Br)Br)N)[C@@H]1C[C@H](CC1)NC=1N=NC(=CN1)C1CC1